O1COC(CC1=O)=O 1,3-dioxane-4,6-dione